C1(CCCCC1)N=C=NC1CCCCC1 1,3-dicyclohexylcarbodiimide